C(C)OC(=O)C=1C(N(C(N(C1)C1CCCC1)=O)C1=CC=C(C=C1)F)=O 1-cyclopentyl-3-(4-fluorophenyl)-2,4-dioxo-1,2,3,4-tetrahydropyrimidine-5-carboxylic acid ethyl ester